CN1C(C(=C(C=C1)[O-])NC(N[C@@H](CC(=O)[O-])C1=CC(=CC=C1)C1=CSC=C1C)=O)=O.[Na+].[Na+] Natrium (S)-3-(3-(1-Methyl-4-oxido-2-oxo-1,2-dihydropyridin-3-yl)ureido)-3-(3-(4-methylthiophen-3-yl)phenyl)propanoat